O(S(=O)(=O)C(F)(F)F)C(CF)C 1-fluoropropane-2-yl triflate